(2S,4r)-1-[(2S)-2-(4-cyclopropyl-triazol-1-yl)-3,3-dimethyl-butyryl]-4-hydroxy-N-[(2-methyl-6-oxo-4-piperidinyl)methyl]pyrrolidine-2-carboxamide C1(CC1)C=1N=NN(C1)[C@H](C(=O)N1[C@@H](C[C@H](C1)O)C(=O)NCC1CC(NC(C1)=O)C)C(C)(C)C